(3R)-3-amino-7-(5-tert-butyl-1,3,4-oxadiazol-2-yl)-8-fluoro-5-[(6-methoxy-3-pyridyl)methyl]-1,1-dioxo-2,3-dihydro-1λ6,5-benzothiazepin-4-one N[C@H]1CS(C2=C(N(C1=O)CC=1C=NC(=CC1)OC)C=C(C(=C2)F)C=2OC(=NN2)C(C)(C)C)(=O)=O